tert-butyl (S)-(1-(2-(1-(cyclopropylmethyl)-5-fluoro-7-methoxy-1H-indol-2-yl)-1-methyl-5-oxo-1,5,7,8-tetrahydro-6H-imidazo[4,5-g]isoquinolin-6-yl)-3-fluoropropan-2-yl)carbamate C1(CC1)CN1C(=CC2=CC(=CC(=C12)OC)F)C1=NC=2C(=CC=3CCN(C(C3C2)=O)C[C@@H](CF)NC(OC(C)(C)C)=O)N1C